C(CCCCCCCCCCC)C1=CC=C(O1)C=C(C(=O)O)C(=O)O 2-[(5-dodecyl-2-furanyl)methylene]propanedioic acid